7-(hydroxymethyl)-1H-quinoxalin-2-one OCC1=CC=C2N=CC(NC2=C1)=O